2-succinimido-1,1,3,3-tetramethyluronium hexafluorophosphate F[P-](F)(F)(F)(F)F.C1(CCC(N1OC(=[N+](C)C)N(C)C)=O)=O